ClC1=CC(=NC=C1)C(C(=O)C1CC(C1)NC(OC(C)(C)C)=O)(F)F tertbutyl ((1r,3r)-3-(2-(4-chloropyridin-2-yl)-2,2-difluoroacetyl)cyclobutyl)carbamate